C(C)(C)(C)OC(=O)N1[C@@H](CN([C@@H](C1)C)C=1C2=C(N=CN1)N(C=C2C(F)(F)F)C2=NC=CC(=C2)C#N)C (2r,5r)-4-(7-(4-cyanopyridin-2-yl)-5-(trifluoromethyl)-7H-pyrrolo[2,3-d]pyrimidin-4-yl)-2,5-dimethylpiperazine-1-carboxylic acid tert-butyl ester